N1CC[C@@H]2[C@H]1CN(C2)C(=O)OC(C)(C)C |r| tert-butyl rac-(3aS,6aS)-2,3,3a,4,6,6a-hexahydro-1H-pyrrolo[2,3-c]pyrrole-5-carboxylate